2-chloro-3,5-dinitrotrifluorotoluene C(C1=C(C(=C(C(=C1Cl)[N+](=O)[O-])F)[N+](=O)[O-])F)F